C(C1=CC=CC=C1)OCC1OCC(CN(C1)S(=O)(=O)C1=CC=C(C)C=C1)OC ((benzyloxy)methyl)-6-methoxy-4-tosyl-1,4-oxazepane